C(C)C1=CC2=C(C(N(CC23CC3)CC(=O)NC3=NC=C(C=C3F)C(F)(F)F)=O)S1 2-{2'-Ethyl-7'-oxo-6',7'-dihydro-5'H-spiro[cyclopropane-1,4'-thieno[2,3-c]pyridin]-6'-yl}-N-[3-fluoro-5-(trifluoromethyl)pyridin-2-yl]acetamide